BrC1=C(C(=CC(=C1)[N+](=O)[O-])F)C 1-bromo-3-fluoro-2-methyl-5-nitro-benzene